OC1=C(C=C(C=O)C=C1)C(F)(F)F 4-Hydroxy-3-trifluoromethyl-benzaldehyde